C1(=CCCCC1)C1=CSC=C1C 3-(cyclohexen-1-yl)-4-methylthiophene